(4-(phenanthrene-4-yl)phenyl)boronic acid C1=CC=C(C=2C3=CC=CC=C3C=CC12)C1=CC=C(C=C1)B(O)O